(S)-4-hydroxy-4'-(2-oxo-3-(pyrrolidin-3-yl)-2,3-dihydro-1H-imidazo[4,5-b]pyridin-1-yl)-[1,1'-biphenyl]-3-carboxylic acid methyl ester hydrochloride Cl.COC(=O)C=1C=C(C=CC1O)C1=CC=C(C=C1)N1C(N(C2=NC=CC=C21)[C@@H]2CNCC2)=O